(R)-6-((5-(4-((1-(tert-butoxycarbonyl)azetidin-2-yl)methoxy)-1-methyl-1H-pyrazol-5-yl)pyrazolo[1,5-a]pyridin-2-yl)amino)-2-methylpyrimidine-4-carboxylic acid C(C)(C)(C)OC(=O)N1[C@H](CC1)COC=1C=NN(C1C1=CC=2N(C=C1)N=C(C2)NC2=CC(=NC(=N2)C)C(=O)O)C